butyl N-(4-{4-amino-3-[6-(benzyloxy)-1H-indol-2-yl]-1H-pyrazolo[3,4-d]pyrimidin-1-yl}butyl)carbamate NC1=C2C(=NC=N1)N(N=C2C=2NC1=CC(=CC=C1C2)OCC2=CC=CC=C2)CCCCNC(OCCCC)=O